FC(C=1C=CC(=NC1)NC(=O)N1CCN(CC1)C1=NC=CC=C1C(F)(F)F)(F)F 4-(3-trifluoromethylpyridin-2-yl)piperazine-1-carboxylic acid (5-trifluoromethylpyridin-2-yl)amide